C(C)OC1=NC=CC(=N1)C1=CC=2C=NC(=CC2N1)NC(=O)C1CC1 N-(2-(2-ethoxypyrimidin-4-yl)-1H-pyrrolo[3,2-c]pyridin-6-yl)cyclopropanecarboxamide